dioctyl-4,4'-bipyridinium C(CCCCCCC)[N+]1=CC=C(C=C1)C1=CC=[N+](C=C1)CCCCCCCC